(S)-1-phenyl-2-propyl azide C1(=CC=CC=C1)C[C@H](C)N=[N+]=[N-]